(3-chloro-4-fluorophenyl)(5-methyl-4-(S-methylsulfonimidoyl)-1-((2-(trimethylsilyl)ethoxy)methyl)-1H-imidazol-2-yl)methyl diisopropylcarbamate C(C)(C)N(C(OC(C=1N(C(=C(N1)S(=O)(=N)C)C)COCC[Si](C)(C)C)C1=CC(=C(C=C1)F)Cl)=O)C(C)C